4-(1H-pyrrol-1-yl)benzene-1,2-diamine N1(C=CC=C1)C=1C=C(C(=CC1)N)N